C(#N)C=1C=C(CS(=O)NC(C2=C(C=C(C=C2)C2=NOC(C2)(C(F)(F)F)C2=CC(=CC(=C2)Cl)Cl)C)=O)C=CC1 N-((3-cyanobenzyl)sulfinyl)-4-(5-(3,5-dichlorophenyl)-5-(trifluoromethyl)-4,5-dihydroisoxazol-3-yl)-2-methylbenzamide